C1(CC1)C1N2C(C=3C4=C(C(=CC3C1)OCCC1CC1)OCC4)=CC(C(=C2)C(=O)O)=O 7-Cyclopropyl-4-(2-cyclopropylethoxy)-11-oxo-2,6,7,11-tetrahydro-1H-furo[2,3-h]pyrido[2,1-a]isoquinoline-10-carboxylic Acid